1-Phenyl-pyrroloisoquinoline-3-one C1(=CC=CC=C1)C1=NC(C=C2C=CC=3C(=C12)C=CN3)=O